FC1=NN(C2=CC(=CC=C12)[C@@H]1[C@H](C1)C(=O)ON1C(C2=CC=CC=C2C1=O)=O)CC(F)(F)F (1,3-dioxoisoindolin-2-yl) (1S,2S)-2-[3-fluoro-1-(2,2,2-trifluoroethyl)indazol-6-yl]cyclopropanecarboxylate